C1(=CC=CC=C1)C([C@@H](O)[C@@H]1N(CCC1)C(C1=CC=CC=C1)(C1=CC=CC=C1)C1=CC=CC=C1)C1=CC=CC=C1 (R)-2,2-diphenyl-1-((R)-1-tritylpyrrolidin-2-yl)ethan-1-ol